C[Si](CCOCN1C=CC2=C1N=CN=C2C2=CN=C(S2)[C@H](CC#N)CCC)(C)C |r| (3S)- and (3R)-3-[5-(7-[2-(Trimethylsilyl)ethoxy]methyl-7H-pyrrolo[2,3-d]pyrimidin-4-yl)-1,3-thiazol-2-yl]hexanenitrile